CNC1=CC(=NC=C1C=1SC(=NN1)C1CCNCC1)C1=CC=C2N1N=CC(=C2)C#N 7-[4-(methylamino)-5-[5-(piperidin-4-yl)-1,3,4-thiadiazol-2-yl]pyridin-2-yl]pyrrolo[1,2-b]pyridazine-3-carbonitrile